2-((1-(6-Methyl-4-oxo-2-(piperidin-4-yl)-4H-chromen-8-yl)ethyl)amino)benzoic acid CC=1C=C2C(C=C(OC2=C(C1)C(C)NC1=C(C(=O)O)C=CC=C1)C1CCNCC1)=O